S1C2=C(C=C1)C(=CC=C2)N2CCN(CC2)CCCCOC2=CC=C1C(CC(N(C1=C2)COC(CCC)=O)=O)(C)C Butyric acid 7-[4-(4-benzo[b]thiophen-4-ylpiperazin-1-yl)butoxy]-4,4-dimethyl-2-oxo-3,4-dihydro-2H-quinolin-1-ylmethyl ester